epoxybromopentane (3-(octadecyloxy)-5-pentadecylphenoxy)ethyl-4-(4-(2-hydroxyethyl)piperazin-1-yl)butanoate C(CCCCCCCCCCCCCCCCC)OC=1C=C(OCCOC(CCCN2CCN(CC2)CCO)=O)C=C(C1)CCCCCCCCCCCCCCC.BrC1C(CCC)O1